3,4-dimethoxyphenylpropionylchloride COC=1C=C(C=CC1OC)CCC(=O)Cl